4'-(7-bromo-9,9-diphenyl-9H-fluoren-2-yl)-biphenyl-4-carbonitrile BrC1=CC=C2C=3C=CC(=CC3C(C2=C1)(C1=CC=CC=C1)C1=CC=CC=C1)C1=CC=C(C=C1)C1=CC=C(C=C1)C#N